undecadiene-1-aldehyde C(C=CC=CCCCCCC)=O